C(C)(C)(C)OC(=O)N[C@H](C(=O)O)C1CCCCC1 N-(tert-butoxycarbonyl)-L-2-cyclohexylglycine